NC1=NC=2C=CC(=CC2C2=C1[C@H](OC2)C)C(=O)N(CC2=NC=C(C=C2)C(F)(F)F)[C@@H]2[C@H](COCC2)OC (3R)-4-amino-N-((3R,4S)-3-methoxytetrahydro-2H-pyran-4-yl)-3-methyl-N-((5-(trifluoromethyl)-2-pyridinyl)methyl)-1,3-dihydrofuro[3,4-c]quinoline-8-carboxamide